O,O-dihydrogen phosphate P(=O)(O)(O)[O-]